C(CCCCCCCCCCC)C(C(=O)[O-])(CC(=O)[O-])S(=O)(=O)O.[Na+].[Na+] Dinatrium laurylsulfosuccinat